ClC1=C(C=CC=C1)NC1(N2C(C=3C=CC=CC3C1)=C1C=CC=CC1=N2)C(F)(F)F N-(2-Chlorophenyl)-6-(trifluoromethyl)-5,6-dihydroindazolo[3,2-a]isoquinolin-6-amine